5-[[(6-methoxy-5-methyl-2,3-dihydropyridin-3-yl)amino]methylene]-2,2-dimethyl-1,3-dioxane-4,6-dione COC=1C(=CC(CN1)NC=C1C(OC(OC1=O)(C)C)=O)C